FC1=C(C=C(C=C1)NC(=O)NCC1=CN=C(C2=CC=CC=C12)OC)C 1-(4-fluoro-3-methylphenyl)-3-((1-methoxyisoquinolin-4-yl)methyl)urea